FC=1C=C(C2=C(C=C(O2)C(C)NC(=O)C=2C=NN3C2N=CC=C3)C1)C(=O)O 5-Fluoro-2-(1-(pyrazolo[1,5-a]pyrimidine-3-carboxamido)ethyl)benzofuran-7-carboxylic acid